2-amino-3-(tert-butoxycarbonyl-methyl-sulfanyl)-propionic acid NC(C(=O)O)CSCC(=O)OC(C)(C)C